(2S)-2-[2-(morpholin-4-yl)acetamido]propionamide N1(CCOCC1)CC(=O)N[C@H](C(=O)N)C